(4-(5-(3-(benzyl-(methyl)amino)-3-oxopropyl)-1-methyl-1H-1,2,3-triazol-4-yl)-phenoxy)cyclohexane-1-carboxylic acid C(C1=CC=CC=C1)N(C(CCC1=C(N=NN1C)C1=CC=C(OC2(CCCCC2)C(=O)O)C=C1)=O)C